S1CCN(CC1)C1=CC=C(C=C1)SC=1C=C(C(=CC1)N)N 4-((4-thiomorpholinophenyl)thio)benzene-1,2-diamine